ClC=1C=CC2=C(C=3C(C(NC4(CC4)C2)=O)=CN(C(C3)=O)[C@@H](CC3CC3)C=3NC(=CN3)C3=CC=NC=C3)C1F |o1:20| (S*)-11-chloro-3-(2-cyclopropyl-1-(5-(pyridin-4-yl)-1H-imidazol-2-yl)ethyl)-12-fluoro-3H-spiro[benzo[e]pyrido[3,4-c]azocine-7,1'-cyclopropane]-2,5(6H,8H)-dione